C(C1=CC=CC=C1)N1N=C(C=C1C(=O)NC1CCC(CC1)NC(OC(C)(C)C)=O)C Tert-butyl ((1r,4r)-4-(1-benzyl-3-methyl-1H-pyrazole-5-carboxamido)cyclohexyl)carbamate